Cl\C(=C/[C@@H]1C([C@@H]1C(=O)OCC1=C(C(=C(C(=C1F)F)C)F)C)(C)C)\C(F)(F)F 2,4-dimethyl-3,5,6-trifluorobenzyl (1R)-cis-3-[(Z)-2-chloro-3,3,3-trifluoro-1-propenyl]-2,2-dimethylcyclopropanecarboxylate